C(C1=CC=CC=C1)OC(=O)N1[C@H](CN(CC1)C([C@H](C1CCCCC1)NC(=O)OC(C)(C)C)=O)C (S)-4-((S)-2-(((tert-butoxy)carbonyl)amino)-2-cyclohexylacetyl)-2-methylpiperazine-1-carboxylic acid benzyl ester